FC=1C(=NC=NC1N(CC1=CC=C(C=C1)N1N=CC=C1)C)NCC1=CC=C(C=C1)S(=O)(=O)N 4-[[[5-fluoro-6-[methyl-[(4-pyrazol-1-ylphenyl)methyl]amino]pyrimidin-4-yl]amino]methyl]benzene-sulfonamide